CC=1C(=NC=C(N1)C)NC(C1=C(C=C(C(=C1)F)N1N=C2N(CCCC2)C1=O)O[C@@H](C)CCC)=O N-(3,5-dimethylpyrazin-2-yl)-5-fluoro-4-(3-oxo-5,6,7,8-tetrahydro[1,2,4]triazolo[4,3-a]pyridin-2(3H)-yl)-2-[(2S)-pentan-2-yloxy]benzamide